bromon-heptane BrCCCCCCC